C1(=CC=CC2=CC=CC=C12)C=1C2=CC=CC=C2C(=C2C=CC=CC12)C1=CC=CC2=CC=CC=C12 9,10-bis(naphthalenyl)Anthracene